4-(6-amino-pyridin-3-yl)piperazine-1-carboxylate NC1=CC=C(C=N1)N1CCN(CC1)C(=O)[O-]